[4-[2-[2-(dimethylamino)-2-oxoethoxy]-2-oxoethyl]phenyl] 4-(diaminomethylideneamino)benzoate NC(N)=NC1=CC=C(C(=O)OC2=CC=C(C=C2)CC(=O)OCC(=O)N(C)C)C=C1